COC1=C(C=C(C=C1)[N+](=O)[O-])C1=CC=C(O1)C=C1C(C2=CC=CC=C2C1=O)=O 2-[[5-(2-Methoxy-5-nitrophenyl)-2-furanyl]methylene]-1H-indene-1,3(2H)-dione